C(N)(=O)C(CCC(=O)OC)C1=NN(C2=CC(=CC=C12)OCCN1CCC2(CC1)C(NC1=CC=C(C=C12)Cl)=O)C methyl 4-carbamoyl-4-{6-[2-(5-chloro-2-oxospiro[indoline-3,4'-piperidin]-1'-yl)ethoxy]-1-methyl-1H-indazol-3-yl}butyrate